5-chloro-3-(methylthio)-1,2,4-triazacyclohexane-6-carboxylic acid ethyl ester C(C)OC(=O)C1C(NC(NN1)SC)Cl